O=C1N(C(C=C1)=O)CCCCCC(=O)N[C@H](C(=O)N[C@H](C(=O)NC1=CC=C(C(=O)O)C=C1)C)C(C)C 4-((S)-2-((S)-2-(6-(2,5-dioxo-2,5-dihydro-1H-pyrrol-1-yl)hexanamido)-3-methyl-butanamido)propanamido)benzoic acid